NC=1C=C(C=C(C1N)C(F)(F)F)CO [3,4-Diamino-5-(trifluoromethyl)phenyl]methanol